4-propylcyclohexyl 6-((2-Hydroxyethyl)amino)hexanoate OCCNCCCCCC(=O)OC1CCC(CC1)CCC